1-(((3S)-1-((3-cyano-1-azetidinyl)sulfonyl)-3-piperidinyl)carbonyl)-N-((1R)-1-(2-fluoro-4-methylphenyl)ethyl)-D-prolinamide C(#N)C1CN(C1)S(=O)(=O)N1C[C@H](CCC1)C(=O)N1[C@H](CCC1)C(=O)N[C@H](C)C1=C(C=C(C=C1)C)F